4-((2-(4-(2-(2,3-difluoro-6-(2-morpholinothiazol-4-yl)phenoxy)acetyl)piperazin-1-yl)ethyl)amino)-2-(2,6-dioxopiperidin-3-yl)isoindoline-1,3-dione FC1=C(OCC(=O)N2CCN(CC2)CCNC2=C3C(N(C(C3=CC=C2)=O)C2C(NC(CC2)=O)=O)=O)C(=CC=C1F)C=1N=C(SC1)N1CCOCC1